S(=O)(=O)=S1ONC2=C1C=CC=C2 sulfonylbenzothioxazole